5-CHLORO-2-(TETRAZOL-2-YL)ANILINE ClC=1C=CC(=C(N)C1)N1N=CN=N1